OC1(CC(C1)C(=O)N1CC2(C1)C[C@@H](CC2)C=2N=CN1C2C=CC=C1)C |r| (rac)-((1s,3s)-3-Hydroxy-3-methylcyclobutyl)(6-(imidazo[1,5-a]pyridin-1-yl)-2-azaspiro[3.4]octan-2-yl)methanon